FC1=C(OC=2C=C(C=CC2)[C@@H]2N(OCC2)C2=CC(=NC=N2)NC=2C(=CC(=C(C2)NC(C=C)=O)N2CCN(CC2)CCC)OC)C=C(C=C1)F (R)-N-(5-((6-(3-(3-(2,5-difluorophenoxy)phenyl)isoxazolidin-2-yl)pyrimidin-4-yl)amino)-4-methoxy-2-(4-propylpiperazin-1-yl)phenyl)acryl-amide